NC1=NC2=CC(=C(C=C2C=C1C)C(=O)N(CC1=NC=C(C=C1)C(F)(F)F)[C@H]1[C@H](CCC1)C#N)F 2-amino-N-((1R,2S)-2-cyanocyclopentyl)-7-fluoro-3-methyl-N-((5-(trifluoromethyl)-2-pyridinyl)methyl)-6-quinolinecarboxamide